BrC=1N=C(OC1)C1=CC=C(C(=O)O)C=C1 4-(4-bromo-oxazole-2-yl)benzoic acid